secbutyllithium C(C)(CC)[Li]